C(#N)CC(=O)N1C[C@@H]([C@@H](CC1)C)N(C=1C=CNC1)C 4-[[(3R,4R)-1-(2-cyanoacetyl)-4-methyl-3-piperidinyl]-methylamino]pyrrole